2-amino-7-benzyl-9-((2R,3S,4S,5R)-4-fluoro-3-hydroxy-5-(hydroxymethyl)tetrahydrofuran-2-yl)-7,9-dihydro-8H-purin-8-one NC1=NC=C2N(C(N(C2=N1)[C@@H]1O[C@@H]([C@H]([C@H]1O)F)CO)=O)CC1=CC=CC=C1